(3ar,6as)-5-(4,6-dimethylpyrimidin-2-yl)tetrahydropyrrolo[3,4-c]pyrrole-1,3(2h,3ah)-dione CC1=NC(=NC(=C1)C)N1C[C@@H]2[C@H](C1)C(NC2=O)=O